CC(C#C)(CC)O 3-methyl-1-pentyne-3-ol